2-((5-((4-(1H-1,3,4-triazol-1-yl)phenyl)(5-(3,5-dimethylisoxazol-4-yl)-2-methylanilino)amino)pentyl)oxy)acetic acid N1(C=NN=C1)C1=CC=C(C=C1)N(CCCCCOCC(=O)O)NC1=C(C=CC(=C1)C=1C(=NOC1C)C)C